C(C)N(C1(CCC2(CN(C(N2C)=O)CC(C#N)(C)C)CC1)C1=CC=CC=C1)C 3-[8-(Ethylmethyl-amino)-1-methyl-2-oxo-8-phenyl-1,3-diazaspiro[4.5]decan-3-yl]-2,2-dimethyl-propionitrile